CC=1C=C(C=CC1CN)N1C=NCC1 3-methyl-4-aminomethyl-phenyl-imidazoline